8-(3-(4-fluorophenoxy)azetidin-1-yl)-3,4-dimethylpyrimido[4',5':4,5]thieno[2,3-c]pyridazine FC1=CC=C(OC2CN(C2)C2=NC=NC3=C2SC=2N=NC(=C(C23)C)C)C=C1